C1(=CC=CC=C1)[B-](C1=NC(=CC=C1)C)(C1=NC(=CC=C1)C)C1=NC(=CC=C1)C phenyltris(6-methyl-2-pyridyl)borate